C[C@H]1CN(CCN1CC=1SC(=NN1)C)C(=O)OC(C)(C)C tert-butyl (3S)-3-methyl-4-((5-methyl-1,3,4-thiadiazol-2-yl)methyl)piperazine-1-carboxylate